N-(cyclobutylmethyl)-1-(5-((4-(6-methoxy-1H-indazol-4-yl)-1H-1,2,3-triazol-1-yl)methyl)thiazol-2-yl)piperidin-3-amine C1(CCC1)CNC1CN(CCC1)C=1SC(=CN1)CN1N=NC(=C1)C1=C2C=NNC2=CC(=C1)OC